(1S,3S)-4'-Chloro-5'-(3-(4-(cyanomethyl)-3-methylpyridin-2-yl)-2-fluorophenyl)-3-methyl-1',2'-dihydrospiro[cyclopentane-1,3'-pyrrolo[2,3-b]pyridine]-3-carbonitrile ClC1=C2C(=NC=C1C1=C(C(=CC=C1)C1=NC=CC(=C1C)CC#N)F)NC[C@@]21C[C@](CC1)(C#N)C